C(C)OC1=NC=CC(=C1)C(=C)C 2-ethoxy-4-(prop-1-en-2-yl)pyridine